1-(2-aminoethyl)-3-(2-(4-ethylpiperazin-1-yl)-4-methylquinolin-6-yl)thiourea NCCNC(=S)NC=1C=C2C(=CC(=NC2=CC1)N1CCN(CC1)CC)C